ClC1=CC(=C(C=N1)C=1C=NN(C1)C1CN(CC1)C(=O)OC(C)(C)C)OC(F)F tert-butyl 3-(4-(6-chloro-4-(difluoromethoxy)pyridin-3-yl)-1H-pyrazol-1-yl)pyrrolidine-1-carboxylate